(E)-4-Bromo-5-(3-((tert-butyldimethylsilyl)oxy)prop-1-en-1-yl)-6-fluoro-1-(tetrahydro-2H-pyran-2-yl)-1H-indazole BrC1=C2C=NN(C2=CC(=C1\C=C\CO[Si](C)(C)C(C)(C)C)F)C1OCCCC1